4-(methyl-(thieno[2,3-b]pyridin-4-ylmethyl)amino)benzoic acid CN(C1=CC=C(C(=O)O)C=C1)CC1=C2C(=NC=C1)SC=C2